4-((3-isopropyl-5-(tetrahydro-2H-pyran-4-yl)pyrazolo[1,5-a]pyrimidin-7-yl)amino)piperidine-1-carboxylic acid (3-fluoro-1-(2-fluoroacryloyl)azetidine-3-yl)methyl ester FC1(CN(C1)C(C(=C)F)=O)COC(=O)N1CCC(CC1)NC1=CC(=NC=2N1N=CC2C(C)C)C2CCOCC2